BrC1=C(C=C2COC(C2=C1)C(F)(F)F)[N+](=O)[O-] 6-bromo-5-nitro-1-trifluoromethyl-1,3-dihydroisobenzofuran